(S)-N-(2-amino-1-(3-chlorophenyl)ethyl)-1-(2-((3,3-difluorocyclobutyl)amino)-5-methylpyrimidin-4-yl)-1H-imidazole-4-carboxamide p-toluenesulfonate CC1=CC=C(C=C1)S(=O)(=O)O.NC[C@H](C1=CC(=CC=C1)Cl)NC(=O)C=1N=CN(C1)C1=NC(=NC=C1C)NC1CC(C1)(F)F